N-(2,2-dimethyl-1,1-dioxo-thian-4-yl)-6-[[5-fluoro-3-(2,2,2-trifluoroethoxy)-2-pyridyl]oxy]-3-methyl-imidazo[1,2-a]pyridine-2-carboxamide CC1(S(CCC(C1)NC(=O)C=1N=C2N(C=C(C=C2)OC2=NC=C(C=C2OCC(F)(F)F)F)C1C)(=O)=O)C